(2R)-2-chloro-2-fluoroacetic acid Cl[C@H](C(=O)O)F